O=C1NC(CCC1NC1=CC=C(CN2CCC(CC2)C2=CC=C(C=C2)NC=2C(=NC=C(N2)N2C[C@@H](CCC2)N2C(N(CC2)C)=O)C(=O)N)C=C1)=O 3-((4-(1-(4-((2,6-dioxopiperidin-3-yl)amino)benzyl)piperidin-4-yl)phenyl)amino)-5-((R)-3-(3-methyl-2-oxoimidazolin-1-yl)piperidin-1-yl)pyrazine-2-carboxamide